1-(2-Isopropyl-6-((2R,3S)-2-methyl-3-((methylsulfonyl)methyl)azetidin-1-yl)pyrimidin-4-yl)-6-(4-methoxypyridin-3-yl)-4-methyl-1H-pyrazolo[4,3-c]pyridine C(C)(C)C1=NC(=CC(=N1)N1N=CC=2C(=NC(=CC21)C=2C=NC=CC2OC)C)N2[C@@H]([C@H](C2)CS(=O)(=O)C)C